(6E)-6-[(6-chloro-2-methyl-2H-indazol-5-yl)imino]-3-[(1-methyl-1H-1,2,4-triazole-3-yl)methyl]-1-(2,4,5-trifluoro-benzyl)-1,3,5-triazine-2,4-dione ClC=1C(=CC2=CN(N=C2C1)C)\N=C\1/NC(N(C(N1CC1=C(C=C(C(=C1)F)F)F)=O)CC1=NN(C=N1)C)=O